NC(CCCCC(=O)N)N diaminocaproylAmine